BrC=1C=C(C=C2C(N(C(NC12)=S=O)C)=O)C 8-bromo-3,6-dimethyl-2-sulfinyl-1H-quinazolin-4-one